(S)-2-(tert-butyl)-N-(8-(4-((1-methyl-1H-pyrazol-3-yl)amino)-1,3,5-triazin-2-yl)-2-(2,2,2-trifluoroethyl)-2,3,4,5-tetrahydro-1H-benzo[c]azepin-5-yl)oxazole-4-carboxamide C(C)(C)(C)C=1OC=C(N1)C(=O)N[C@@H]1C2=C(CN(CC1)CC(F)(F)F)C=C(C=C2)C2=NC=NC(=N2)NC2=NN(C=C2)C